6-bromo-3-methylpyrimidin-4(3H)-one BrC1=CC(N(C=N1)C)=O